COC1=CC=C(C=C1)N1C=NC2=CC=CC=C2C1=O 3-(4-methoxyphenyl)quinazolin-4(3H)-one